tert-butyl 3-oxo-2,9-diazaspiro[5.5]undecane-9-carboxylate O=C1NCC2(CC1)CCN(CC2)C(=O)OC(C)(C)C